3-(6-(1,3-dioxolan-2-yl)-1-methyl-1H-indazol-3-yl)piperidine-2,6-dione O1C(OCC1)C1=CC=C2C(=NN(C2=C1)C)C1C(NC(CC1)=O)=O